(R)-1-(1-(dimethylglycyl)piperidin-3-yl)-6-methyl-5-(8-methyl-[1,2,4]triazolo[1,5-a]pyridin-6-yl)-1,3-dihydro-2H-benzo[d]imidazol-2-one CN(CC(=O)N1C[C@@H](CCC1)N1C(NC2=C1C=C(C(=C2)C=2C=C(C=1N(C2)N=CN1)C)C)=O)C